2-bromo-1-[3-(trifluoromethyl)phenyl]ethanone Cobalt [Co].BrCC(=O)C1=CC(=CC=C1)C(F)(F)F